BrC1=NN(C=2N=C(N(C(C21)=O)C)N2[C@H]1[C@@H](C[C@@H]2CC1)NC(OC(C)(C)C)=O)C1OCCCC1 tert-butyl ((1R,2R,4S)-7-(3-bromo-5-methyl-4-oxo-1-(tetrahydro-2H-pyran-2-yl)-4,5-dihydro-1H-pyrazolo[3,4-d]pyrimidin-6-yl)-7-azabicyclo[2.2.1]heptan-2-yl)carbamate